(E)-10-(bromotriphenylphosphoranyl)decyl 4-(4-(tert-butyl)phenyl)-4-oxobut-2-enoate C(C)(C)(C)C1=CC=C(C=C1)C(/C=C/C(=O)OCCCCCCCCCCP(C1=CC=CC=C1)(C1=CC=CC=C1)(C1=CC=CC=C1)Br)=O